6-tert.-butyl-1,1-dimethyl-4-indanylmethylketone C(C)(C)(C)C1=CC(=C2CCC(C2=C1)(C)C)CC(=O)CC1=C2CCC(C2=CC(=C1)C(C)(C)C)(C)C